5-(3,4-difluoro-2-methoxy-phenoxy)-2-(trifluoromethyl)pyridine-4-carboxylic acid FC=1C(=C(OC=2C(=CC(=NC2)C(F)(F)F)C(=O)O)C=CC1F)OC